FC1=NC=CC(=C1C(C(C)C)=O)I 1-(2-fluoro-4-iodopyridin-3-yl)-2-methylpropan-1-one